C12C(CC(C3C4C=CC(C13)C4)C2)CCC2OC2 2-(2-(1,2,3,4,4a,5,8,8a-octahydro-1,4:5,8-dimethanonaphthalen-2-yl)ethyl)oxirane